ClC1=C(C=CC=C1C1CCNCC1)SC=1N=CC(=NC1)N1CCC(CC1)(C)CNC(OC(C)(C)C)=O tert-butyl ((1-(5-((2-chloro-3-(piperidin-4-yl)phenyl)thio)pyrazin-2-yl)-4-methylpiperidin-4-yl)methyl)carbamate